C1(CC1)CC1(C(C2=C(C(=C(S2)NC(C)=O)C(=O)OCC)CC1)=O)COCC(F)(F)F ethyl 6-(cyclopropylmethyl)-2-acetamido-7-oxo-6-[(2,2,2-trifluoroethoxy)methyl]-4,5,6,7-tetrahydro-1-benzothiophene-3-carboxylate